N-(2-Carboxyethyl)-N-(2-ethylhexyl)-β-alanin C(=O)(O)CCN(CCC(=O)O)CC(CCCC)CC